C(CC)N(CCCCC(CCCCCCCCCCCCCC\C=C/CCCCCCCC(=O)[O-])(CCCCCCCCCCCCCC\C=C/CCCCCCCC(=O)[O-])O)CCC 7-(4-(dipropylamino) butyl)-7-hydroxytridecane-1,13-diyldioleate